C(#C)C=1SC=C(N1)C(=O)NCCC1=CC=C(C=C1)C1=C(C=CC=2N=CSC21)C(=O)N 7-(4-(2-(2-ethynylthiazole-4-carboxamido)ethyl)phenyl)benzo[d]thiazole-6-carboxamide